ClC=1C(=NC(=C(N1)C)C)C(=O)C12C3C4C5C3C1C5C24 (3-chloro-5,6-dimethylpyrazin-2-yl)(cuban-1-yl)methanone